C(C)(C)(C)OC(=O)N[C@H](C(=O)O)C (S)-2-((t-butoxycarbonyl)amino)propionic acid